NC1=CC2=C(C=C(C(O2)=O)C(C)C)C=C1 7-amino-3-(propan-2-yl)-2H-1-benzopyran-2-one